2-(3-vinyl-4,4-difluoropiperidin-1-yl)-4-ethynyl-6-methylpyrimidine C(=C)C1CN(CCC1(F)F)C1=NC(=CC(=N1)C#C)C